2-Mercaptoethansulfonat Natrium [Na+].SCCS(=O)(=O)[O-]